5-[4-(4-butylcyclohexyl)phenyl]-3-chloro-pyrazin-2-amine C(CCC)C1CCC(CC1)C1=CC=C(C=C1)C=1N=C(C(=NC1)N)Cl